C1(CC1)C1=CC(=C(C=C1)NC(CI)=O)F N-(4-cyclopropyl-2-fluorophenyl)-2-iodoacetamide